N1(CCCCCC1)CCOCCSSCCO 2-((2-(2-(Azepan-1-yl)ethoxy)ethyl)disulfaneyl)ethan-1-ol